dimethylhexanediol acrylate C(C=C)(=O)OC(C(CCCC)C)(O)C